2-((tert-butoxycarbonyl)amino)-3-(3,3-difluorocyclobutyl)propanoic acid C(C)(C)(C)OC(=O)NC(C(=O)O)CC1CC(C1)(F)F